spiro[cyclopropane-1,4'-furo[2,3-g]indazole]-2',7'(5'H)-dicarboxamide N=1N(C=C2C3(CC4=C(C12)C=C(O4)C(=O)N)CC3)C(=O)N